1-phenylethyl bromide C1(=CC=CC=C1)C(C)Br